CN1N=C2C=C(C=CC2=C1)N1C=NC2=CC(=CC=C2C1=O)NC1CCN(CC1)C 3-(2-methyl-2H-indazol-6-yl)-7-((1-methylpiperidin-4-yl)amino)quinazolin-4(3H)-one